tert-Butyl (4-(4-amino-7-(1-methyl-6-oxo-1,6-dihydropyridazin-4-yl)pyrrolo[2,1-f][1,2,4]triazin-5-yl)-2-methoxyphenyl)carbamate NC1=NC=NN2C1=C(C=C2C=2C=NN(C(C2)=O)C)C2=CC(=C(C=C2)NC(OC(C)(C)C)=O)OC